(3-chloro-5,6-dimethyl-pyrazin-2-yl)-[3-(1,1-difluoroethyl)-1-bicyclo[1.1.1]pentanyl]methanone ClC=1C(=NC(=C(N1)C)C)C(=O)C12CC(C1)(C2)C(C)(F)F